Methyl O-acetyl-N-((tert-butyldimethylsilyl)-N-(2-((S)-3-(tetrahydro-2H-pyran-4-carboxamido)piperidin-1-yl)thiazole-4-carbonyl)-L-seryl)-L-serinate C(C)(=O)OC[C@H](NC([C@@H](N(C(=O)C=1N=C(SC1)N1C[C@H](CCC1)NC(=O)C1CCOCC1)[Si](C)(C)C(C)(C)C)CO)=O)C(=O)OC